[6-[4-(aminomethyl)phenyl]-2-methoxy-3-pyridinyl]-5-methyl-3-phenyl-isoxazole-4-carboxamide hydrochloride Cl.NCC1=CC=C(C=C1)C1=CC=C(C(=N1)OC)NC(=O)C=1C(=NOC1C)C1=CC=CC=C1